C(C)OC(C(F)(F)C1=NC(=CC(=C1)C)N1CC2(C=3C=NC(=CC31)NC(C)=O)CC2)=O.C2(=CC=CC=C2)N2C(=NC3=C2C=CC=C3)C3=CC(=CC(=C3)C3=NC2=C(N3C3=CC=CC=C3)C=CC=C2)C2=NC3=C(N2C2=CC=CC=C2)C=CC=C3 1,3,5-tri(1-phenyl-1H-benzimidazole-2-yl)benzene ethyl-2-(6-(6'-acetamidospiro[cyclopropane-1,3'-pyrrolo[3,2-c]pyridin]-1'(2'H)-yl)-4-methylpyridin-2-yl)-2,2-difluoroacetate